C1(=CC=CC=C1)C1CCC(CC1)OC(N)=O carbamic acid (1r,4S)-4-phenylcyclohexyl ester